OC1=C(C=C(C=C1C(C)(C)C)CCC(=O)[O-])C(C)(C)C 3-(4-hydroxy-3,5-Di-t-butylphenyl)propionate